(4-bromobutoxy)-2H-benzopyran-2-one BrCCCCOC=1C(OC2=C(C1)C=CC=C2)=O